2-amino-5-((2-bromo)-phenyl)-1,3,4-oxadiazole NC=1OC(=NN1)C1=C(C=CC=C1)Br